N1C=NC=C1C1=CN=C2C(N(C(=NN21)C=2N=CN(C2)C)C(C)C)=O 7-(1H-imidazol-5-yl)-3-isopropyl-2-(1-methyl-1H-imidazol-4-yl)imidazo[2,1-f][1,2,4]triazin-4(3H)-one